5-trifluoromethyl-2',3'-dideoxyuridine FC(C=1C(NC(N([C@H]2CC[C@@H](CO)O2)C1)=O)=O)(F)F